citrulline lactate C(C(O)C)(=O)O.N[C@@H](CCCNC(=O)N)C(=O)O